N-(2,4-Difluorobenzyl)-9-hydroxy-2-methyl-1,8-dioxo-1,8-dihydro-2H-pyrido[1,2-a]pyrazine-7-carboxamide FC1=C(CNC(=O)C=2C(C(=C3N(C=CN(C3=O)C)C2)O)=O)C=CC(=C1)F